FC=1C=C(C(=O)O)C=C(C1C=O)F 3,5-Difluoro-4-formyl-benzoic acid